5-(1-tetrahydropyran-2-yl-pyrazol-4-yl)benzene-1,3-diol O1C(CCCC1)N1N=CC(=C1)C=1C=C(C=C(C1)O)O